N-ethyl-N,N-dioctadecylammonium C(C)[NH+](CCCCCCCCCCCCCCCCCC)CCCCCCCCCCCCCCCCCC